ClCC=1C=CC(=NC1)C1=CC=C(C=C1)C(F)(F)F 5-(chloromethyl)-2-[4-(trifluoromethyl)phenyl]pyridine